OC[C@H](C1=CC=CC=C1)NC1=NC(=NC=C1C1=NC(=NO1)C)NC1=CC=C2C(=N1)N(N(C2=O)COC)C(C)C (S)-6-((4-((2-hydroxy-1-phenylethyl)amino)-5-(3-methyl-1,2,4-oxadiazol-5-yl)pyrimidin-2-yl)amino)-1-isopropyl-2-(methoxymethyl)-1,2-dihydro-3H-pyrazolo[3,4-b]pyridin-3-one